BrC=1C=C(C=CC1)N(S(=O)(=O)C)CC1=C(C=C(C=C1)C(=O)NN)F N-(3-bromophenyl)-N-(2-fluoro-4-(hydrazinecarbonyl)benzyl)methanesulfonamide